(S)-2-(difluoromethyl)-5-(4-(4-(trifluoromethyl)pyrazolo[1,5-a]pyridin-2-yl)-6,7-dihydro-1H-imidazo[4,5-c]pyridin-5(4H)-yl)-1,3,4-oxadiazole FC(C=1OC(=NN1)N1[C@@H](C2=C(CC1)NC=N2)C2=NN1C(C(=CC=C1)C(F)(F)F)=C2)F